C1(CC1)N1C=CC=2C1=NC(=CC2CN2CCC(CC2)CO)C=2C=C1CN(C(C1=CC2)=O)C2C(NC(CC2)=O)=O 3-(5-(1-cyclopropyl-4-((4-(hydroxymethyl)piperidin-1-yl)methyl)-1H-pyrrolo[2,3-b]pyridin-6-yl)-1-oxoisoindolin-2-yl)piperidine-2,6-dione